NC1=NC2=CC(=CC=C2C(=C1)N[C@@H]1CN(CC1)C(=O)OC(C)(C)C)C1=CC=NN1C1OCCCC1 tert-butyl (3S)-3-((2-amino-7-(1-(tetrahydro-2H-pyran-2-yl)-1H-pyrazol-5-yl)quinolin-4-yl)amino)pyrrolidine-1-carboxylate